N[C@@H](CC(=O)OCC)C=1C(=C(C=C(C1F)C1CC1)C1=C(C=C(C=C1C)C)C)F ethyl (S)-3-amino-3-(5-cyclopropyl-2,4-difluoro-2',4',6'-trimethyl-[1,1'-biphenyl]-3-yl)propanoate